Cl.C1(CC1)N1C(C2(CC1)CCNCC2)=O 2-cyclopropyl-2,8-diazaspiro[4.5]decan-1-one, hydrochloride